tert-butyl 6-(azidomethyl)-2-[[tert-butoxycarbonyl(cyclobutylmethyl)amino]methyl]indole-1-carboxylate N(=[N+]=[N-])CC1=CC=C2C=C(N(C2=C1)C(=O)OC(C)(C)C)CN(CC1CCC1)C(=O)OC(C)(C)C